2-(6-Chloro-1H-benzoimidazol-2-ylamino)-1-methyl-1H-benzoimidazole-5-carboxylic acid (4-hydroxy-butyl)-amide OCCCCNC(=O)C1=CC2=C(N(C(=N2)NC2=NC3=C(N2)C=C(C=C3)Cl)C)C=C1